(dibenzothiophenyl)(phenylcarbazolyl)benzene tert-butyl-1-[2-(2,6-dioxo-3-piperidyl)-1,3-dioxo-isoindolin-4-yl]piperidine-4-carboxylate C(C)(C)(C)OC(=O)C1CCN(CC1)C1=C2C(N(C(C2=CC=C1)=O)C1C(NC(CC1)=O)=O)=O.C1(=CC=CC=2SC3=C(C21)C=CC=C3)C3=C(C=CC=C3)C3=C(C=CC=2C1=CC=CC=C1NC32)C3=CC=CC=C3